(S)-8-((3S,5R)-3,5-dimethylpiperazin-1-yl)-11-(4-fluorophenyl)-3-(1H-pyrrolo[2,3-b]pyridin-1-yl)-10-(trifluoromethyl)-3,4-dihydro-[1,4]thiazepino[2,3,4-ij]quinazolin-6(2H)-one C[C@H]1CN(C[C@H](N1)C)C1=NC(N2C3=C(C(=C(C=C13)C(F)(F)F)C1=CC=C(C=C1)F)SC[C@H](C2)N2C=CC=1C2=NC=CC1)=O